Cl.N1N=CC(=C1)C1=NN(C2=CC=CC=C12)S(=O)(=O)C1=CC=C(C)C=C1 3-(1H-pyrazol-4-yl)-1-tosyl-1H-indazole hydrochloride